2,5-dimethyl-benzene-1,4-dithiol CC1=C(C=C(C(=C1)S)C)S